FC(C1CN(C1)C=1C=C(C=NC1)C=1N=NN(C1)CCN1C(C=CC=C1)=O)F 1-(4-(5-(3-(difluoromethyl)azetidin-1-yl)pyridin-3-yl)-1H-1,2,3-triazol-1-ylethyl)pyridin-2(1H)-one